2-(4-Amino-1-tert-butyl-pyrazolo[3,4-d]pyrimidin-3-yl)-3-chloro-N-[2-[2-(dimethylamino)ethoxy]ethyl]-1H-indole-6-carboxamide NC1=C2C(=NC=N1)N(N=C2C=2NC1=CC(=CC=C1C2Cl)C(=O)NCCOCCN(C)C)C(C)(C)C